N-methyl-N-(2-(phenylethynyl)-5-(trifluoromethyl)phenyl)acrylamide CN(C(C=C)=O)C1=C(C=CC(=C1)C(F)(F)F)C#CC1=CC=CC=C1